P(=O)(OCCCC)(OCCCC)OC1=C(C(=CC=C1O)O)C1=C(C=CC2=CC=CC=C12)O dibutyl (3,6-dihydroxy-2-(2-hydroxynaphthalen-1-yl) phenyl) phosphate